FC1=CN2CC(CC3=CC(=CC1=C23)F)NC 1,8-difluoro-N-methyl-5,6-dihydro-4H-pyrrolo[3,2,1-ij]quinolin-5-amine